ClC=1C(=CC(=NC1)N1CCC(CC1)C(=O)N(C)C)NC1=CC2=C(N(C(N2CCC(C)(C)O)=O)C)C=C1 1-(5-Chloro-4-((3-(3-hydroxy-3-methylbutyl)-1-methyl-2-oxo-2,3-dihydro-1H-benzo[d]imidazol-5-yl)amino)pyridin-2-yl)-N,N-dimethylpiperidine-4-carboxamide